C(C)(C)(C)OC(=O)N1CCN(CC1)C1=C(NC=2N(C1=O)N=C(N2)C=2CCOCC2)CC 4-(2-(3,6-dihydro-2H-pyran-4-yl)-5-ethyl-7-oxo-4,7-dihydro-[1,2,4]triazolo[1,5-a]pyrimidin-6-yl)piperazine-1-carboxylic acid tert-butyl ester